C(C)C1=NC=CN=C1SC 2-ethyl-3-(methylthio)pyrazine